C(CC)(=O)OC methyl (propionate)